N-[4-(3-Cyanophenyl)-5-(2,6-dimethyl-4-pyridyl)thiazol-2-yl]-3-methyl-2-oxo-1,3,8-triazaspiro[4.5]decan-8-carboxamid C(#N)C=1C=C(C=CC1)C=1N=C(SC1C1=CC(=NC(=C1)C)C)NC(=O)N1CCC2(CN(C(N2)=O)C)CC1